(1-(4-bromophenyl)-4-(4-fluorophenyl)-1H-pyrrol-3-yl)methanol BrC1=CC=C(C=C1)N1C=C(C(=C1)C1=CC=C(C=C1)F)CO